coumaroyl-tyrosine C(\C=C\C1=CC=C(C=C1)O)(=O)N[C@@H](CC1=CC=C(C=C1)O)C(=O)O